C(C1=CC=CC=C1)[C@]1(CCC=2N(C3=CC=CC=C3C2C1=O)S(=O)(=O)C1=CC=C(C)C=C1)C#N (R)-3-Benzyl-4-oxo-9-tosyl-2,3,4,9-tetrahydro-1H-carbazole-3-carbonitrile